1-methyl-8-((1-((2-methylbut-3-en-2-yl)sulfonyl)cyclopropyl)methoxy)-2-oxo-1,2-dihydro-1,5-naphthyridine-3-carboxylic acid CN1C(C(=CC2=NC=CC(=C12)OCC1(CC1)S(=O)(=O)C(C)(C=C)C)C(=O)O)=O